C(C1=CC=CC=C1)(=O)C1CC(NC(C1)(C)C)(C)C 4-benzoyl-2,2,6,6-tetra-methyl-piperidine